C(C)(C)(C)OC(NC(CN1CCCC1)C1=CC=C(C=C1)Cl)=O [1-(4-chlorophenyl)-2-(pyrrolidin-1-yl)ethyl]carbamic acid tert-butyl ester